C1(CC1)C1=C(C=CC=C1)C1=CC(=C(C=C1)C1CNC(C1)=O)C=O 2'-cyclopropyl-4-(5-oxopyrrolidin-3-yl)biphenyl-3-carbaldehyde